N[C@@]1(CCSC2=C(C(=CC=C12)Cl)F)CO |r| rac-(4-amino-7-chloro-8-fluorothiochroman-4-yl)methanol